[N+](=O)([O-])C1=C(OCCCN2C(=CC=3C2=NC=CC3)C=O)C=CC=C1 1-(3-(2-nitrophenoxy)propyl)-1H-pyrrolo[2,3-b]pyridine-2-carbaldehyde